5-(N-(2-((2-chloro-N-(furan-2-ylmethyl)benzoylamino)methyl)-5-(piperidin-1-yl)phenyl)-N-ethylsulfamoyl)-3-methylbenzofuran-2-carboxylic acid ClC1=C(C(=O)N(CC=2OC=CC2)CC2=C(C=C(C=C2)N2CCCCC2)N(S(=O)(=O)C=2C=CC3=C(C(=C(O3)C(=O)O)C)C2)CC)C=CC=C1